3-((3-exo)-3-((7-methyl-4-((5-methyl-1H-pyrazol-3-yl)amino)thieno[3,2-d]pyrimidin-2-yl)amino)-8-azabicyclo[3.2.1]octan-8-yl)propionitrile CC1=CSC2=C1N=C(N=C2NC2=NNC(=C2)C)NC2CC1CCC(C2)N1CCC#N